C(C)(C)(C)C1=CC=C(C=C1)[C@H](C)NC(=O)C1=CC=C2C(=C(N(C2=C1)CC1CC1)C)CC=1C=CC(=C(O[C@@H](C(=O)O)C)C1)Cl (R)-2-(5-((6-(((S)-1-(4-(tert-butyl)phenyl)ethyl)carbamoyl)-1-(cyclopropylmethyl)-2-methyl-1H-indol-3-yl)methyl)-2-chlorophenoxy)propanoic acid